[(4-fluorophenyl)methyl](methyl)amine FC1=CC=C(C=C1)CNC